FC1=NN(C=2C=CC3=C(C12)C(=C(N3CC3=CC=C(CCNCCCF)C=C3)C3=C(C=CC=C3)C)F)S(=O)(=O)C3=CC=CC=C3 N-(4-((1,8-difluoro-3-(phenylsulfonyl)-7-(o-tolyl)pyrrolo[3,2-e]indazol-6(3H)-yl)methyl)phenethyl)-3-fluoropropan-1-amine